N-[4-benzyl-1-[(4-methoxyphenyl)methyl]pyrazol-3-yl]-2-bromo-5-fluoropyridine-4-carboxamide C(C1=CC=CC=C1)C=1C(=NN(C1)CC1=CC=C(C=C1)OC)NC(=O)C1=CC(=NC=C1F)Br